2-(2-ethoxy-3,4-difluorophenyl)-4,4,5,5-tetramethyl-1,3,2-dioxaborolane C(C)OC1=C(C=CC(=C1F)F)B1OC(C(O1)(C)C)(C)C